N-[(6-Amino-2-pyridyl)sulfonyl]-6-(3-fluoro-5-isobutoxyphenyl)-2-(2-tetrahydropyran-2-ylethoxy)pyridin-3-carboxamid NC1=CC=CC(=N1)S(=O)(=O)NC(=O)C=1C(=NC(=CC1)C1=CC(=CC(=C1)OCC(C)C)F)OCCC1OCCCC1